1-propyl-3-methylpiperidinium C(CC)[NH+]1CC(CCC1)C